ClC=1C=CC2=C(CCC=3C(=NC=C(C3)C3CCN(CC3)C)C2O)C1 8-chloro-3-(1-methylpiperidine-4-yl)-6,11-dihydro-5H-benzo[5,6]cyclohepta[1,2-b]pyridine-11-ol